Cl.CN1C=NC2=C(C1=O)C(=NC=C2C2=CC=C(C=C2)C(F)(F)F)N[C@@H]2CNCC2 (S)-3-methyl-5-(pyrrolidin-3-ylamino)-8-(4-(trifluoromethyl)phenyl)pyrido[4,3-d]pyrimidin-4(3H)-one hydrochloride